C(C)(C)(C)C1=CC=C(C=C1)/C(=C/COC1=CC(=C(OCC(=O)OC)C=C1)C)/C1=CC=C(C=C1)C#CCN(C)C methyl (Z)-[4-[3-(4-tert-butylphenyl)-3-[4-[3-(N,N-dimethylamino)propynyl]phenyl]allyloxy]-2-methylphenoxy]acetate